N1=CC(=CC(=C1)C1=CC=C(C(=O)N(C)CC2CCC(CC2)N)C=C1)C1=CC=NC=C1 4-([3,4'-bipyridyl]-5-yl)-N-(((1r,4r)-4-aminocyclohexyl)methyl)-N-methylbenzamide